CS(=O)(=O)C(C)(C)C1=NC(=NC=2N3[C@@H](COC[C@H]3COC12)C)N1N=C(C=C1)O 1-[(5R,8aS)-1-(1-methanesulfonyl-1-methyl-ethyl)-5-methyl-5,6,8a,9-tetrahydro-8H-7,10-dioxa-2,4,4b-triazaphenanthren-3-yl]-1H-pyrazol-3-ol